2-methyl-N-(1-phenylethyl)pyrazolo[1,5-a]quinazolin-5-amine CC1=NN2C(N=C(C3=CC=CC=C23)NC(C)C2=CC=CC=C2)=C1